BrC1=NC=C(C=C1OCC=1C=C(C=C(C1)F)[SH2](=O)C=N)F (3-{[(2-bromo-5-fluoropyridin-3-yl)oxy]methyl}-5-fluorophenyl)(imino)methyl-lambda6-sulfanone